methyl (R)-1-methyl-5-(2-oxo-2-((1,1,1-trifluoropropan-2-yl) amino) acetyl)-1H-pyrrole-3-carboxylate CN1C=C(C=C1C(C(N[C@@H](C(F)(F)F)C)=O)=O)C(=O)OC